1-(3-methyl-4-(6-(3-((2-(trifluoromethyl)phenoxy)methyl)piperidin-1-yl)pyrazin-2-yl)piperidin-1-yl)ethan-1-one CC1CN(CCC1C1=NC(=CN=C1)N1CC(CCC1)COC1=C(C=CC=C1)C(F)(F)F)C(C)=O